CC(CCCC(=O)OC[C@H](O)[C@H](O)CO)CCCC(CCCC(CCCC(C)C)C)C O-(5,9,13,17-tetramethyloctadecanoyl)erythritol